19-Docosenoic acid C(CCCCCCCCCCCCCCCCCC=CCC)(=O)O